CC1=C(C=C(C(=O)OCC)C=C1)[C@H]1CN(CC1)C=1C=NC=NC1 ethyl (S)-4-methyl-3-(1-(pyrimidin-5-yl)pyrrolidin-3-yl)benzoate